ClC1=NC(=NC(=C1)Cl)NCCC1=CNC2=CC=CC=C12 4,6-Dichloro-N-[2-(1H-indol-3-yl)ethyl]pyrimidin-2-amine